3-[rac-1,2-dideutero-1-methyl-ethyl]-N-[1-[[(2S)-morpholin-2-yl]methyl]-4-piperidinyl]-6-(trifluoromethyl)imidazo[1,2-a]pyridin-8-amine [2H][C@](C[2H])(C)C1=CN=C2N1C=C(C=C2NC2CCN(CC2)C[C@@H]2CNCCO2)C(F)(F)F |&1:1|